4-((methylamino)methyl)azetidin-2-one CNCC1CC(N1)=O